CC1=NC=CC(=C1O)C 2,4-dimethylpyridin-3-ol